benzyl 3'-chloro-5',7'-dihydrospiro[azetidine-3,6'-pyrrolo[2,3-c]pyridazine]-1-carboxylate ClC1=CC2=C(N=N1)NC1(C2)CN(C1)C(=O)OCC1=CC=CC=C1